(Z)-4-(((1R,3S)-3-amino-2,2,3-trimethylcyclopentyl)amino)-6-bromo-N'-(4-((tert-butyl-dimethylsilyl)oxy)-2-ethylphenyl)pyrrolo[1,2-b]pyridazine-3-carboximidamide N[C@@]1(C([C@@H](CC1)NC=1C=2N(N=CC1/C(/N)=N/C1=C(C=C(C=C1)O[Si](C)(C)C(C)(C)C)CC)C=C(C2)Br)(C)C)C